C(CCCCCCCC)(=O)OCC(COC(CCCCCCCC)=O)CC(=O)O[C@@H]1CN(C[C@H](C=C1)OC(CC(COC(CCCCCCCC)=O)COC(CCCCCCCC)=O)=O)C(=O)OCCN(C)C |o1:29,33| (((Rel-(3S,6S)-1-((2-(dimethylamino)ethoxy)carbonyl)-2,3,6,7-tetrahydro-1H-azepine-3,6-diyl)bis(oxy))bis(2-oxoethane-2,1-diyl))bis(propane-2,1,3-triyl) tetranonanoate